(R)-4-(3-(3-aminopiperidine-1-carbonyl)-1-(4-cyclopropylphenyl)-1H-pyrazole-5-yl)benzonitrile N[C@H]1CN(CCC1)C(=O)C1=NN(C(=C1)C1=CC=C(C#N)C=C1)C1=CC=C(C=C1)C1CC1